FCCNC(OC1=C2C(=CNC2=CC=C1)CCN(C)C)=O 3-(2-(dimethylamino)ethyl)-1H-indol-4-yl (2-fluoroethyl)carbamate